1-(trans-4-((5-cyanopyridin-2-yl)amino)cyclohexyl)-1-(4-(1-methyl-1H-pyrazol-4-yl)phenyl)-3-(3-(methylsulfonyl)benzyl)urea C(#N)C=1C=CC(=NC1)N[C@@H]1CC[C@H](CC1)N(C(=O)NCC1=CC(=CC=C1)S(=O)(=O)C)C1=CC=C(C=C1)C=1C=NN(C1)C